4-(3-(2,6-dioxopiperidin-3-yl)-1-methyl-1H-indazol-6-yl)-2,6-dimethylpiperazin O=C1NC(CCC1C1=NN(C2=CC(=CC=C12)N1CC(NC(C1)C)C)C)=O